CN1C=CS(OC1)(=O)=O 5-methyl-1,2,5-oxathiazine-2,2-dioxide